5,6-Dihydro-2H-pyran-2-one O1C(C=CCC1)=O